BrC1=CC(=C(C(=O)O)C=C1)N1CCC(CC1)C=C 4-bromo-2-(4-vinylpiperidin-1-yl)benzoic acid